FC=1C(=C(C(=NC1)OC)C1=CC=2C(=CN=C(C2)NC(=O)[C@H]2[C@@H](C2)CN2CCN(CC2)C)N1C)OC trans-N-(2-(5-fluoro-2,4-dimethoxypyridin-3-yl)-1-methyl-1H-pyrrolo[2,3-c]pyridin-5-yl)-2-((4-methylpiperazin-1-yl)methyl)cyclopropane-1-carboxamide